C1(CCCC1)OC1=C(C=C(C(=C1)F)N1N=NN=C1)NS(=O)(=O)C=1C=C(C(=O)O)C=CC1C1CC1 3-(N-(2-(cyclopentyloxy)-4-fluoro-5-(1H-tetrazol-1-yl)phenyl)sulfamoyl)-4-cyclopropylbenzoic acid